IC1=C2C=CC(=CC2=CC=C1)O 5-iodonaphthalene-2-ol